COC(=O)C1(CC1)C(=O)C=1SC=C(C1)Br 1-(4-bromothiophene-2-carbonyl)cyclopropane-1-carboxylic acid methyl ester